7-Chloro-2-(((2-methoxyethyl)amino)methyl)-5-(2-methylpyridin-3-yl)imidazo[1,2-a]Quinoxaline-4(5H)-on ClC=1C=C2N(C(C=3N(C2=CC1)C=C(N3)CNCCOC)=O)C=3C(=NC=CC3)C